COC=1C=C2C=CC(=NC2=CC1)C(C(C)C)([2H])C1=CC=CC=C1 (E)-6-methoxy-2-(2-methyl-1-phenylpropyl-1-d)quinoline